N1-(2,6-dibenzyloxy-3-pyridyl)-3-iodo-benzene-1,2-diamine C(C1=CC=CC=C1)OC1=NC(=CC=C1NC=1C(=C(C=CC1)I)N)OCC1=CC=CC=C1